(S)-2-(acetylthio)-3-phenylpropanoic acid C(C)(=O)S[C@H](C(=O)O)CC1=CC=CC=C1